2-(4-chlorophenoxy)-N-(1-(2-(4-chlorophenoxy)ethyl)piperidin-4-yl)acetamide ClC1=CC=C(OCC(=O)NC2CCN(CC2)CCOC2=CC=C(C=C2)Cl)C=C1